3-(5-Methyl-2-(((3S,6S)-6-methylpiperidin-3-yl)amino)pyrimidin-4-yl)-7-(1-oxidophospholan-1-yl)-1H-indole-6-carbonitrile CC=1C(=NC(=NC1)N[C@@H]1CN[C@H](CC1)C)C1=CNC2=C(C(=CC=C12)C#N)P1(CCCC1)=O